1-[(3S)-3-[4-(3-chloro-2-fluoro-anilino)pyrimido[5,4-d]pyrimidin-6-yl]oxypyrrolidin-1-yl]prop-2-en-1-one ClC=1C(=C(NC=2C3=C(N=CN2)C=NC(=N3)O[C@@H]3CN(CC3)C(C=C)=O)C=CC1)F